CC1=NNC2=CC=C(C=C12)C=1CCC(CN1)C 3-methyl-5-(3-methyl-2,3,4,5-tetrahydropyridin-6-yl)-1H-indazole